ClC1=CNC2=C(C=CC(=C12)Cl)NS(=O)(=O)C1=CN=C(S1)C(F)F N-(3,4-dichloro-1H-indol-7-yl)-2-(difluoromethyl)thiazole-5-sulfonamide